(3R)-3-({2-[1-(cyclobutylmethyl)-1H-pyrazol-4-yl][1,2,4]triazolo[1,5-c]quinazolin-5-yl}amino)azepan-2-one C1(CCC1)CN1N=CC(=C1)C1=NN2C(=NC=3C=CC=CC3C2=N1)N[C@H]1C(NCCCC1)=O